2-([1-[(2-chlorophenyl)methyl]-5-(phenylamino)-1H-pyrazol-3-yl]methoxy)-2-methylpropionic acid ClC1=C(C=CC=C1)CN1N=C(C=C1NC1=CC=CC=C1)COC(C(=O)O)(C)C